N-methyl-3-(4,4,5,5-tetramethyl-1,3,2-dioxaborolan-2-yl)-5-(trifluoromethoxy)benzamide CNC(C1=CC(=CC(=C1)OC(F)(F)F)B1OC(C(O1)(C)C)(C)C)=O